9-bromo-3-[2-(dimethylamino)ethyl]-4-oxofuro[2,3-g]quinazoline-7-carbonitrile BrC=1C2=C(C=C3C(N(C=NC13)CCN(C)C)=O)OC(=C2)C#N